8-bromo-1-methyl-3H-pyrrolo[2,3-c]isoquinoline BrC1=CC=2C3=C(N=CC2C=C1)NC=C3C